7-(difluoromethoxy)-4-(6-(difluoromethyl)-5-methylpyridin-3-yl)-8-fluoro-2,2-dimethyl-1-(prop-2-yn-1-yl)-1,2-dihydroquinazoline FC(OC1=CC=C2C(=NC(N(C2=C1F)CC#C)(C)C)C=1C=NC(=C(C1)C)C(F)F)F